6-(3-((6-bromo-2-(2,6-dioxopiperidin-3-yl)-1,3-dioxoisoindolin-5-yl)methyl)-3,8-diazabicyclo[3.2.1]octan-8-yl)-N-((1r,4r)-4-(3-chloro-4-cyanophenoxy)cyclohexyl)pyridazine-3-carboxamide BrC1=C(C=C2C(N(C(C2=C1)=O)C1C(NC(CC1)=O)=O)=O)CN1CC2CCC(C1)N2C2=CC=C(N=N2)C(=O)NC2CCC(CC2)OC2=CC(=C(C=C2)C#N)Cl